N-(5-((1H-imidazol-1-yl)methyl)-2-fluorophenyl)-1-(3-(aminomethyl)phenyl)-3-(trifluoromethyl)-1H-pyrazole-5-carboxamide N1(C=NC=C1)CC=1C=CC(=C(C1)NC(=O)C1=CC(=NN1C1=CC(=CC=C1)CN)C(F)(F)F)F